ClC1=NC=C(C(=N1)NCCC1=CC=C(C=C1)[N+](=O)[O-])CNC1=CC(=CC(=C1)OC)OC 2-chloro-5-(((3,5-dimethoxyphenyl)amino)methyl)-N-(4-nitrophenylethyl)pyrimidin-4-amine